5-n-hexyl-cyclohexanone C(CCCCC)C1CCCC(C1)=O